24-(acryloyloxy)tetracosanyl methacrylate C(C(=C)C)(=O)OCCCCCCCCCCCCCCCCCCCCCCCCOC(C=C)=O